ClC=1N=C(SC1)N1N=C(C=C1)CC(=O)O 2-[1-(4-chloro-1,3-thiazol-2-yl)-1H-pyrazol-3-yl]acetic acid